1-oxo-4-(4,4,5,5-tetramethyl-1,3,2-dioxaborolan-2-yl)-3H-isoindole-2-carboxylate O=C1N(CC2=C(C=CC=C12)B1OC(C(O1)(C)C)(C)C)C(=O)[O-]